tetrabutylammonium di(2-ethylhexyl)phosphate C(C)C(COP(=O)(OCC(CCCC)CC)[O-])CCCC.C(CCC)[N+](CCCC)(CCCC)CCCC